methyl 2-(4,4-difluoro-3-methylpiperidin-1-yl)-5-methyl-5,6,7,8-tetrahydroquinoline-3-carboxylate FC1(C(CN(CC1)C1=NC=2CCCC(C2C=C1C(=O)OC)C)C)F